2-(4-{6-[4-(4-Methylpiperazine-1-carbonyl)phenyl]furo[3,2-d]pyrimidin-4-yl}pyridin-2-yl)propan-2-ol CN1CCN(CC1)C(=O)C1=CC=C(C=C1)C1=CC=2N=CN=C(C2O1)C1=CC(=NC=C1)C(C)(C)O